1-cyclopropyl-3-(3-(3,6-difluoro-9H-carbazol-9-yl)-2-hydroxypropyl)tetrahydropyrimidin-2(1H)-one C1(CC1)N1C(N(CCC1)CC(CN1C2=CC=C(C=C2C=2C=C(C=CC12)F)F)O)=O